1-[3,3-Dimethyl-6-(1-phenylethyl)-1H,2H,3H-pyrrolo[3,2-c]pyridin-1-yl]-2-[(2R,5R)-2-(methoxymethyl)-5-methylpiperazin-1-yl]-ethan-1-one, hydrochloride salt Cl.CC1(CN(C2=C1C=NC(=C2)C(C)C2=CC=CC=C2)C(CN2[C@H](CN[C@@H](C2)C)COC)=O)C